N1(CCCCC1)C(=O)C1=CC=C2N=CC(NC2=C1)=O 7-(Piperidine-1-carbonyl)quinoxalin-2(1H)-one